N1(CCOCC1)C1=NC(=NC(=N1)C=1SC(=CC1)CN1CCOCC1)C1=CC=C(C=C1)NC(=O)NC1=NC=CN=C1 1-(4-(4-morpholinyl-6-(5-(morpholinomethyl)thiophen-2-yl)-1,3,5-triazin-2-yl)phenyl)-3-(pyrazin-2-yl)urea